(4-(hydroxymethyl)piperidin-1-yl)picolinic acid OCC1CCN(CC1)C=1C(=NC=CC1)C(=O)O